tertiary butylaminoethyl acrylate C(C=C)(=O)OCCNC(C)(C)C